N-(2-(3-bromo-2-chlorophenoxy)ethyl)pyrrolidin-3-ol BrC=1C(=C(OCCN2CC(CC2)O)C=CC1)Cl